[Pb].[Cr] chromium-lead